aluminium (III) tris(8-hydroxyquinoline) OC=1C=CC=C2C=CC=NC12.OC=1C=CC=C2C=CC=NC12.OC=1C=CC=C2C=CC=NC12.[Al+3]